P(=O)([O-])([O-])[O-].[K+].[K+].[K+] Potassium (Phosphate)